COC1=NC=C(C2=C1N=C(S2)NC(=O)C=2C=CC1=C(N=CO1)C2)C=2C=NN(C2)C Benzooxazole-5-carboxylic acid [4-methoxy-7-(1-methyl-1H-pyrazol-4-yl)-thiazolo[4,5-c]pyridin-2-yl]-amide